ClC1=NC2=CC(=C(C=C2C=C1C(=O)O)OC)OC 2-chloro-6,7-dimethoxyquinoline-3-carboxylic acid